C(C)OC(C(CCC(F)(F)F)N)=O.C(C)(C)(C)OC(=O)NC(CCCC)(C(=O)O)NC(\C=C\C(=O)NC(CCCC)(NC(=O)OC(C)(C)C)C(=O)O)=O N,N'-bis(1-((tert-butoxycarbonyl)amino)-1-(carboxy)pentyl)fumaramide ethyl-2-amino-5,5,5-trifluoro-valerate